OCCNCC=1C=C(C2=C(N=C(O2)C2=C(C(=CC=C2)C2=CC=CC=C2)C#N)C1)C 3-(5-{[(2-hydroxyethyl)amino]methyl}-7-methyl-1,3-benzoxazol-2-yl)biphenyl-2-carbonitrile